FC1=C(SC2=C1CN(CC2)C)[S@@](=O)(N)=NC(NC2=C1C(=CC=3CCCC23)CC1)=O (R)-3-fluoro-5-methyl-N'-((2,4,5,6-tetrahydro-1H-cyclobuta[f]inden-3-yl)carbamoyl)-4,5,6,7-tetrahydrothieno[3,2-c]pyridine-2-sulfonimidamide